2-[(2S,4R,5S)-1-(2,4-dichlorophenyl)-5-hydroxy-2,6,6-trimethylhept-4-yl]-2,4-dihydro-3H-1,2,4-triazole-3-thione ClC1=C(C=CC(=C1)Cl)C[C@@H](C[C@H]([C@H](C(C)(C)C)O)N1N=CNC1=S)C